OCCC[C@H]1CC(N(C1)C(=O)OC(C)(C)C)(C([2H])([2H])[2H])C([2H])([2H])[2H] tert-butyl (4S)-4-(3-hydroxypropyl)-2,2-bis(trideuteriomethyl)pyrrolidine-1-carboxylate